(7,8-dichloro-1,4,5,6-tetrahydroazepino[4,5-b]indol-3(2H)-yl)(5-methoxypyrimidin-2-yl)methanone ClC1=C(C=CC=2C3=C(NC12)CCN(CC3)C(=O)C3=NC=C(C=N3)OC)Cl